C1(=C(C=CC=C1)C1=CC(=C2C=CC=C3C4=C(C=CC5=C(C=CC(C1=C23)=C45)Br)C4=C(C=CC=C4)C4=CC=CC=C4)Br)C4=CC=CC=C4 1,7-di([1,1'-biphenyl]-2-yl)-3,10-dibromoperylene